(S)-N-((R or S)-(3-chloro-2,4-difluorophenyl)(1-(1-(trifluoromethyl)-cyclopropyl)piperidin-4-yl)methyl)-2-oxoimidazolidine-4-carboxamide ClC=1C(=C(C=CC1F)[C@H](NC(=O)[C@H]1NC(NC1)=O)C1CCN(CC1)C1(CC1)C(F)(F)F)F |o1:8|